ClC=1C=CC(=C(C1)C=CC(=O)N1C(C2=CC=CC=C2CC1)C(=O)NC1=CC=C(C(=O)O)C=C1)N1N=NC(=C1)Cl 4-(2-(3-(5-chloro-2-(4-chloro-1H-1,2,3-triazol-1-yl)phenyl)propenoyl)-1,2,3,4-tetrahydroisoquinoline-1-carboxamido)benzoic acid